ClC1=C(C=C(C=C1)F)C1=C(C=NN1C1CC2(CN(C2)C(=O)C2=C(C=CC(=C2)O)F)C1)C (6-(5-(2-chloro-5-fluorophenyl)-4-methyl-1H-pyrazol-1-yl)-2-azaspiro[3.3]hept-2-yl)(2-fluoro-5-hydroxyphenyl)methanone